(rac)-(1-ethyl-3-piperidyl)amine C(C)N1C[C@@H](CCC1)N |r|